CC1=CC(=NN1C1=NC(=CC=C1[C@@H]1OC[C@H](C1)O)N1C=NC2=C1C=C(C=C2)NC=2N=NC(=CC2)C)C#N |r| 5-methyl-1-[6-[6-[(6-methylpyridazin-3-yl)amino]benzimidazol-1-yl]-3-[rac-(2R,4S)-4-hydroxyoxolan-2-yl]pyridin-2-yl]pyrazole-3-carbonitrile